3-((4-(bromomethyl)-6-fluoropyridin-2-yl)amino)piperidine-2,6-dione BrCC1=CC(=NC(=C1)F)NC1C(NC(CC1)=O)=O